C(C1=CC=CC=C1)OC(=O)N1[C@H](CCC1)C1=NC2=NC=NC(=C2N1)C(=O)O (R)-8-(1-((benzyloxy)carbonyl)pyrrolidin-2-yl)-7H-purine-6-carboxylic acid